N-(N-Acetyl-β-alanyl)histidine sodium (4-(4-((1-(trans-4-ethoxycyclohexyl)-3-(pyrazin-2-yl)-1H-pyrazol-4-yl)carbamoyl)oxazol-2-yl)-1H-pyrazol-1-yl)methylphosphonate C(C)O[C@@H]1CC[C@H](CC1)N1N=C(C(=C1)NC(=O)C=1N=C(OC1)C=1C=NN(C1)CP([O-])([O-])=O)C1=NC=CN=C1.[Na+].C(C)(=O)NCCC(=O)N[C@@H](CC1=CNC=N1)C(=O)O.[Na+]